OCCNC1N2CC3(COC4=CC=C(C(NS(CCCCCCC5CCC15)(=O)=O)=O)C=C24)CCCC2=CC=CC=C23 ((2-HYDROXYETHYL)AMINO)-3,4-DIHYDRO-2H,15'H-SPIRO[NAPHTHALENE-1,22'-[20]OXA[13]THIA[1,14]DIAZATETRACYCLO[14.7.2.03,6.019,24]PENTACOSA[16,18,24]TRIEN]-15'-ONE 13',13'-DIOXIDE